C(#N)C1=CC=C(C2=C1CCO2)C2C(=C(NC1=C(C=NC(=C21)O)C)C)C(=O)[O-] 4-(4-cyano-2,3-dihydro-1-benzofuran-7-yl)-5-hydroxy-2,8-dimethyl-1,4-dihydro-1,6-naphthyridine-3-carboxylate